4-{2-[2-chloro-5-(isobutyrylaminomethyl)phenyl]-6-oxo-1,6-dihydropyrimidin-4-yl}benzoic acid methyl ester COC(C1=CC=C(C=C1)C=1N=C(NC(C1)=O)C1=C(C=CC(=C1)CNC(C(C)C)=O)Cl)=O